5-(5-bromo-6-chloropyridin-2-yl)-3-methylisoxazole-4-carboxylic acid BrC=1C=CC(=NC1Cl)C1=C(C(=NO1)C)C(=O)O